6-Chloro-8-(2-chloro-pyridin-3-yl)-9-cyclopropylmethyl-1-methyl-9H-pyrido[3,4-b]indole ClC=1C=C2C3=C(N(C2=C(C1)C=1C(=NC=CC1)Cl)CC1CC1)C(=NC=C3)C